aluminasilol [AlH]1[SiH]=CC=C1